N-(para-nitrophenyl)N-methyl-hydrazine [N+](=O)([O-])C1=CC=C(C=C1)N(N)C